dipentanyl phthalate C(C=1C(C(=O)OCCCCC)=CC=CC1)(=O)OCCCCC